1,1,1-tris(hydroxymethyl)-2-methylpropane OCC(C(C)C)(CO)CO